O1CCOC12CCCN(C2)CCC=2N=NN(C2)[C@H](C(=O)N2[C@@H](C[C@H](C2)O)C(=O)NC)C(C)(C)C (2S,4r)-1-[(2S)-2-[4-[2-(1,4-dioxa-9-azaspiro[4.5]decan-9-yl)ethyl]triazol-1-yl]-3,3-dimethyl-butyryl]-4-hydroxy-N-methyl-pyrrolidine-2-carboxamide